The molecule is an organic sodium salt of antipyrine substituted at C-4 by a methyl(sulfonatomethyl)amino group, commonly used as a powerful analgesic and antipyretic. It has a role as a non-steroidal anti-inflammatory drug, a non-narcotic analgesic, an antirheumatic drug, a peripheral nervous system drug, an antipyretic, a prodrug and a cyclooxygenase 3 inhibitor. It contains a metamizole(1-). CC1=C(C(=O)N(N1C)C2=CC=CC=C2)N(C)CS(=O)(=O)[O-].[Na+]